γ-Glycidoxy-propylmethyl-dimethoxysilane C(C1CO1)OCCC[Si](OC)(OC)C